3-methyl-1-(thiazol-2-yl)-1H-benzo[g]indazole-4,5-dione CC1=NN(C=2C3=C(C(C(C12)=O)=O)C=CC=C3)C=3SC=CN3